FC1=CC=C(OC2=CC=C(N)C=C2)C=C1 4-(4-Fluorophenoxy)aniline